3-[4-[[4-chloro-3-(2,4-dichlorophenyl)-5-(trifluoromethyl)pyrazol-1-yl]methyl]phenyl]-5-(trifluoromethyl)-1,2,4-oxadiazole ClC=1C(=NN(C1C(F)(F)F)CC1=CC=C(C=C1)C1=NOC(=N1)C(F)(F)F)C1=C(C=C(C=C1)Cl)Cl